5-chloro-8-((1-(2-cyclobutylethyl)-4-fluoro-1H-indol-6-yl)sulfonyl)-3-hydroxyquinazoline-2,4(1H,3H)-dione ClC1=C2C(N(C(NC2=C(C=C1)S(=O)(=O)C1=CC(=C2C=CN(C2=C1)CCC1CCC1)F)=O)O)=O